CC1=CC2=C(N=C(S2)NC(CSC=2N(C(C3=C(N2)CCS3)=O)C3=CC=CC=C3)=O)C=C1 N-(6-methyl-2-benzothiazolyl)-2-[(3,4,6,7-tetrahydro-4-oxo-3-phenylthieno[3,2-d]pyrimidine-2-yl)thio]acetamide